tert-butyl 1-hydroxy-3,6,9,12,15,18-hexaoxahenicosan-21-oate OCCOCCOCCOCCOCCOCCOCCC(=O)OC(C)(C)C